1-(7-(6-(bis(4-methoxybenzyl)amino)-3-iodo-4-methylpyridin-2-yl)-6-chloro-2,8-difluoroquinazolin-4-yl)-trans-2-methylpiperidine-4-carbonitrile COC1=CC=C(CN(C2=CC(=C(C(=N2)C2=C(C=C3C(=NC(=NC3=C2F)F)N2[C@H](C[C@@H](CC2)C#N)C)Cl)I)C)CC2=CC=C(C=C2)OC)C=C1